N1=NC=CC2=C1OCCCO2 7,8-dihydro-6H-[1,4]di-oxepino[2,3-c]pyridazine